Dimethyl 1,4-dimethyl-2,5-dioxocyclohexane-1,4-dicarboxylate CC1(C(CC(C(C1)=O)(C(=O)OC)C)=O)C(=O)OC